N-(5-cyano-4-(2-(dimethylamino)ethoxy)pyridin-2-yl)-2'-methoxy-4'-(5-methyl-1,2,4-oxadiazol-3-yl)-[1,1'-biphenyl]-4-carboxamide C(#N)C=1C(=CC(=NC1)NC(=O)C1=CC=C(C=C1)C1=C(C=C(C=C1)C1=NOC(=N1)C)OC)OCCN(C)C